alpha-aminoisocaproic acid NC(C(=O)O)CC(C)C